N-{2-[3-(4-tert-butylphenyl)ureido]ethyl}propionamide C(C)(C)(C)C1=CC=C(C=C1)NC(NCCNC(CC)=O)=O